methyl 1-(2-chloro-4-(1-(2,6-dichlorophenyl) azetidin-3-yl)-6-methylbenzyl)-piperidine-4-carboxylate ClC1=C(CN2CCC(CC2)C(=O)OC)C(=CC(=C1)C1CN(C1)C1=C(C=CC=C1Cl)Cl)C